(S)-4-(((S)-3-fluoro-2-methoxypropyl)(4-(5,6,7,8-tetrahydro-1,8-naphthyridin-2-yl)butyl)amino)-2-(quinazolin-4-ylamino)butanoic acid FC[C@H](CN(CC[C@@H](C(=O)O)NC1=NC=NC2=CC=CC=C12)CCCCC1=NC=2NCCCC2C=C1)OC